(S)-N-((1-(6-(6-(Trifluoromethyl)imidazo[1,2-b]pyridazin-3-yl)pyrimidin-4-yl)piperidin-3-yl)methyl)methanesulfonamide FC(C=1C=CC=2N(N1)C(=CN2)C2=CC(=NC=N2)N2C[C@H](CCC2)CNS(=O)(=O)C)(F)F